FC(C1=C(C=CC=C1)N1CCOCC1)(F)F 4-[o-(Trifluoromethyl)phenyl]morpholine